O1CCC(CC1)C1=NC=2C(=NC=CC2C2CCN(CC2)C(=O)C2CCC(CC2)CC(F)(F)F)N1 [4-(2-Tetrahydropyran-4-yl-3H-imidazo[4,5-b]pyridin-7-yl)-1-piperidyl]-[4-(2,2,2-trifluoroethyl)cyclohexyl]methanone